3-methylbenzoyl chloride CC=1C=C(C(=O)Cl)C=CC1